CC=1NC(C=CN1)=O 2-methyl-6-oxo-1,6-dihydropyrimidin